NC(CON1CC2=CC=CC=C2C1)CC1=C(C=C(C=C1)Br)C 2-[2-amino-3-(4-bromo-2-methylphenyl)propoxy]-1H-isoindole